6-(2-(3,5-difluorophenyl)propionyl)-2-(1-phenylcyclopropyl)-5,6,7,8-tetrahydropyrido[4,3-d]pyrimidin-4(3H)-one FC=1C=C(C=C(C1)F)C(C(=O)N1CC2=C(N=C(NC2=O)C2(CC2)C2=CC=CC=C2)CC1)C